4-fluorothieno[2,3-c]pyridin-2-amine FC1=C2C(=CN=C1)SC(=C2)N